phenanthrene-3-ylbenzoate C1=CC(=CC=2C3=CC=CC=C3C=CC12)OC(C1=CC=CC=C1)=O